ClC=1C(=NC=NC1C)N1CCN(CC1)CC=1OC2=C(N1)C=CC(=C2)F ((4-(5-chloro-6-methylpyrimidin-4-yl)piperazin-1-yl)methyl)-6-fluorobenzo[d]oxazole